C1(=CC=C(C=C1)C1=NC2=C(C(O1)=O)C=CC=C2)C2=NC1=C(C(O2)=O)C=CC=C1 2,2'-(1,4-phenylene)bis-4H-3,1-benzoxazin-4-one